2-{[6-(benzyloxy)-4-phenylquinolin-2-yl](methyl)amino}acetic acid C(C1=CC=CC=C1)OC=1C=C2C(=CC(=NC2=CC1)N(CC(=O)O)C)C1=CC=CC=C1